amylammonium amylcarbamate C(CCCC)NC([O-])=O.C(CCCC)[NH3+]